[I-].C1=CC=C(C=2SC3=C(C21)C=CC=C3)N3C=[N+](C=C3)C 1-(dibenzo[b,d]thiophen-4-yl)-3-methyl-1H-imidazol-3-ium iodide